[N+](=O)([O-])C1=CC=C(C=C1)C1=NSC(O1)=O 5-(4-nitrophenyl)-1,3,4-oxathiazol-2-one